4-(((5-cyclopropyl-3-(2,6-dichlorophenyl)isoxazol-4-yl)methoxy)methyl)-4-fluoropiperidine-1-carboxylic acid tert-butyl ester C(C)(C)(C)OC(=O)N1CCC(CC1)(F)COCC=1C(=NOC1C1CC1)C1=C(C=CC=C1Cl)Cl